ClC=1C=C(C(=NC1)OC)S(=O)(=O)NC1=C(C(=C(C=C1)F)C=1N=CC=2N(C1)C=NC2C=2NC=CN2)F 5-Chloro-N-[2,4-difluoro-3-[1-(1H-imidazol-2-yl)imidazo[1,5-a]pyrazin-6-yl]phenyl]-2-methoxypyridine-3-sulfonamide